ClC=1C=CC=C(C1)C1=NC=CC(=N1)O (5-chlorophenyl)pyrimidin-4-ol